C(C)OC(=O)C=1NC=CC1NC(=O)OC(C)(C)C 3-((Boc)amino)-1H-pyrrole-2-carboxylic acid ethyl ester